BrC=1C=C(C=C(C1O)Br)C(=O)N1C2=C(SCC1)C(=NN2C)C (3,5-dibromo-4-hydroxyphenyl)(1,3-dimethyl-5,6-dihydropyrazolo[4,3-b][1,4]thiazin-7(1H)-yl)methanone